FC1=CC=CC=C1 o-fluorobenzene